(R)-tert-butyl (1-(dimethylamino)propan-2-yl)carbamate CN(C[C@@H](C)NC(OC(C)(C)C)=O)C